2-((4-(((3R,4S)-1-Acryloyl-4-fluoropyrrolidin-3-yl)oxy)-1-isobutyl-1H-pyrrolo[3,2-c]pyridin-6-yl)amino)-N-methylthiazole-5-carboxamide C(C=C)(=O)N1C[C@H]([C@H](C1)F)OC1=NC(=CC2=C1C=CN2CC(C)C)NC=2SC(=CN2)C(=O)NC